2-((2S,4S)-5-chloro-6-fluoro-2-((((trans)-4-hydroxy-4-methylcyclohexyl)amino)methyl)-2-phenyl-2,3-dihydrobenzofuran-4-yl)-3-fluoro-4-(((R)-tetrahydrofuran-2-yl)methoxy)benzamide ClC=1C(=CC2=C(C[C@](O2)(C2=CC=CC=C2)CNC2CCC(CC2)(C)O)C1C1=C(C(=O)N)C=CC(=C1F)OC[C@@H]1OCCC1)F